3-((5-chloro-4-(1-methyl-1H-benzo[d]imidazol-5-yl)pyrimidin-2-yl)amino)-7,8-dihydro-1,6-naphthyridine-6(5H)-carboxylic acid tert-butyl ester C(C)(C)(C)OC(=O)N1CC=2C=C(C=NC2CC1)NC1=NC=C(C(=N1)C1=CC2=C(N(C=N2)C)C=C1)Cl